FC(OC1=CC=C(C=C1)C1=C(N=NC(=C1)NC1=NC(=NC=C1F)N1C[C@H](O[C@H](C1)C)C)C(=O)N(C)OC)F 4-(4-(difluoromethoxy)phenyl)-6-((2-((2R,6S)-2,6-dimethylmorpholino)-5-fluoropyrimidin-4-yl)amino)-N-methoxy-N-methylpyridazine-3-carboxamide